CN(C(=O)C1CCC(CC1)OS(=O)(=O)C1=CC=C(C=C1)C)C.ClC1=NC=C(C(=O)NC=2SC3=NC(=CC=C3N2)C2=CC=C(C=C2)C#N)C(=C1)C1=C(C=CC(=C1)C#N)OC 6-chloro-4-(5-cyano-2-methoxyphenyl)-N-(5-(4-cyanophenyl)thiazolo[5,4-b]pyridin-2-yl)nicotinamide (1s,4s)-4-(dimethylcarbamoyl)cyclohexyl-4-methylbenzenesulfonate